2,3-di-(2'-hydroxyethyl)cyclohexan-1-ol OCCC1C(CCCC1CCO)O